[(2R)-2-[(3,4-difluorophenyl)methoxy]-3-octadecoxy-propyl] bis(4-nitrophenyl) phosphate P(=O)(OC[C@@H](COCCCCCCCCCCCCCCCCCC)OCC1=CC(=C(C=C1)F)F)(OC1=CC=C(C=C1)[N+](=O)[O-])OC1=CC=C(C=C1)[N+](=O)[O-]